(3R,6R,8R,9R,10R)-9-(((2S,3R,4S,6R)-4-(dimethylamino)-3-hydroxy-6-methyltetrahydro-2H-pyran-2-yl)oxy)-8-methoxy-4,6,8,10,12,12-hexamethyl-3-(piperidin-4-yl)-1-oxa-4-azacyclotridecane CN([C@@H]1[C@H]([C@@H](O[C@@H](C1)C)O[C@H]1[C@](C[C@H](CN([C@@H](COCC(C[C@H]1C)(C)C)C1CCNCC1)C)C)(C)OC)O)C